FC1(CC(C1)(CC1=NN=CN1C)C=1C=C(C=CC1)N1C(C2=CC(=CC(=C2C1)C(F)(F)F)[C@@H]1N[C@H](CC1)CC)=O)F 2-(3-(3,3-difluoro-1-((4-methyl-4H-1,2,4-triazol-3-yl)methyl)cyclobutyl)phenyl)-6-((2R,5S)-5-ethylpyrrolidin-2-yl)-4-(trifluoromethyl)isoindolin-1-one